C(#N)C=1C=C(C=CC1F)NC(N(C)[C@@H]1COCC=2NC(C=3C=CC(=CC3C21)F)=O)=O (S)-3-(3-cyano-4-fluorophenyl)-1-(9-fluoro-6-oxo-1,4,5,6-tetrahydro-2H-pyrano[3,4-c]isoquinolin-1-yl)-1-methylurea